5-[1-[Dideuterio-[4-[5-(difluoromethyl)-1,3,4-oxadiazol-2-yl]-2,3-difluorophenyl]methyl]triazol-4-yl]-1-methylbenzimidazol-2-amine [2H]C(N1N=NC(=C1)C1=CC2=C(N(C(=N2)N)C)C=C1)(C1=C(C(=C(C=C1)C=1OC(=NN1)C(F)F)F)F)[2H]